2-(TETRAZOL-5-YL)PHENYLBORONIC ACID N1N=NN=C1C1=C(C=CC=C1)B(O)O